triazinyl-boric acid N1=NN=C(C=C1)OB(O)O